[Si](C)(C)(C(C)(C)C)OCCCN(C)CC=1C=C(N)C=CC1N1CCN(CC1)C 3-(((3-((tert-butyldimethylsilyl)oxy)propyl)(methyl)amino)methyl)-4-(4-methylpiperazin-1-yl)aniline